tolane compound with thiosemicarbazide hydrochloride Cl.NNC(=S)N.C1(=CC=CC=C1)C#CC1=CC=CC=C1